C(CC)S(=O)(=O)[O-].C(C)(=O)[N-]C(C)=O diacetylamide propanesulfonate